O1NC=CC2=C1C=CC=C2 BENZOXAZIN